CC1=C(N=C2N(C1=O)C=C(C=C2C(C)NC2=C(C(=O)OC(C)(C)C)C=CC=C2)C)OC2CCOCC2 tert-butyl 2-((1-(3,7-dimethyl-4-oxo-2-((tetrahydro-2H-pyran-4-yl)oxy)-4H-pyrido[1,2-a]pyrimidin-9-yl)ethyl)amino)benzoate